2-(5-{[(1R,2R,3S,5S)-2-fluoro-8-azabicyclo[3.2.1]octan-3-yl](2-hydroxy-2-methylpropyl)amino}pyrazin-2-yl)-5-(1-methyl-1H-pyrazol-4-yl)phenol F[C@@H]1[C@H]2CC[C@@H](C[C@@H]1N(C=1N=CC(=NC1)C1=C(C=C(C=C1)C=1C=NN(C1)C)O)CC(C)(C)O)N2